((4-(pyrimidin-4-yl)piperazin-1-yl)methyl)-1H-indole N1=CN=C(C=C1)N1CCN(CC1)CN1C=CC2=CC=CC=C12